3,6-bis(trimethylstannyl)benzene-1,2-diamine C[Sn](C1=C(C(=C(C=C1)[Sn](C)(C)C)N)N)(C)C